C1C=2N(CCN1)CCC2 (8aR)-hexahydropyrrolo-[1,2-a]pyrazin